N1CCC=CC=C1 2,3-dihydro-1H-azepine